trans-4-methoxy-N,N-dimethylpyrrolidin-3-amine hydrochloride Cl.CO[C@H]1[C@@H](CNC1)N(C)C